N1=CN=CC2=C1C=CC=C2 BENZOPYRIMIDINE